C(C=C)(=O)N1C(CCC1)C1=NC(=C2N1C(=CN=C2C)C)C2=CC=C(C(=O)NC1=NC=CC=C1)C=C2 4-(3-(1-acryloylpyrrolidin-2-yl)-5,8-dimethylimidazo[1,5-a]pyrazin-1-yl)-N-(pyridin-2-yl)benzamide